C(C1=CC=CC=C1)OC1=CC(=CC=2CCOC21)CC(C(C)C)=O 1-(7-(Benzyloxy)-2,3-dihydrobenzofuran-5-yl)-3-methylbutan-2-one